[Al+3].[O-2].[Mg+2] magnesium oxide aluminum